N-(2-ethylhexyl)-2-formyl-3-(4-methoxybenzyloxy)-pyridin-4-one C(C)C(CN1C(=C(C(C=C1)=O)OCC1=CC=C(C=C1)OC)C=O)CCCC